[C@H]12C(C[C@H](CC1)C2)CC=O 2-((1S,4R)-bicyclo[2.2.1]Hept-2-yl)acetaldehyde